N-(2,6-diisopropylphenyl)-3,3-dimethylbutane-2-imine C(C)(C)C1=C(C(=CC=C1)C(C)C)N=C(C)C(C)(C)C